C(C#CC)(=O)N1[C@H](CC1)COC=1C=NC=CC1N1C=C(C=2C(NCCC21)=O)NC2=CC=C(C=C2)Cl (3-{[(2R)-1-(but-2-ynoyl)azetidin-2-yl]methoxy}pyridin-4-yl)-3-[(4-chlorophenyl)amino]-1H,5H,6H,7H-pyrrolo[3,2-c]pyridin-4-one